6-cyclopropanecarboxamido-4-[(3-methanesulfonylpyridin-2-yl)amino]-N-(2H3)methylpyridine-3-carboxamide C1(CC1)C(=O)NC1=CC(=C(C=N1)C(=O)NC([2H])([2H])[2H])NC1=NC=CC=C1S(=O)(=O)C